CN1C2=C(C=3C=CC(=CC13)C=1C=C(C(=NC1)OC1CC(C1)O)C#N)C=NC=C2 5-[5-Methyl-5H-pyrido[4,3-b]indol-7-yl]-2-[(1s,3s)-3-hydroxycyclobutoxy]pyridine-3-carbonitrile